FC1=CC=C(C=C1)CNC1=NN2C(S1)=NC=C2C=2C=C(C(=O)N(C)C)C=CC2 3-[2-[(4-fluorophenyl)methylamino]imidazo[2,1-b][1,3,4]thiadiazol-5-yl]-N,N-dimethyl-benzamide